FC1=CC=CC=2N=NNC(C21)=O 5-fluoro-4-oxobenzo[d][1,2,3]triazin